4-methyl-1,3,4,5-tetrahydro-1,5-benzodiazepine CC1NC2=C(NCC1)C=CC=C2